C(C1=CC=CC=C1)NC([C@@H]([C@@H](C=C)OC1CCCCC1)C1=CC=C(C=C1)C)=O (2R,3R)-N-benzyl-3-(cyclohexoxy)-2-(p-tolyl)pent-4-enamide